2-azabicyclo[2.1.1]hexane-1-amide C12(NCC(C1)C2)C(=O)N